COC1=C(C=CC(=C1)C(F)(F)F)C=1C=2N(C(=NN1)SCC(=O)OCC)C=CC2 ethyl 2-((1-(2-methoxy-4-(trifluoromethyl)phenyl)pyrrolo[1,2-d][1,2,4]triazin-4-yl)thio)acetate